CCC(C)C(=O)O[C@H]1CC[C@@H]2[C@@]([C@@H](C[C@@H]([C@]2([C@@]13CO3)COC(=O)C)OC(=O)C)C)(C)[C@@H]4C[C@H]5C=CO[C@H]5O4 The molecule is a diterpenoid isolated from the aerial parts of Ajuga bracteosa. It has a role as a plant metabolite. It is a furofuran, an acetate ester, a diterpenoid, a spiro-epoxide and a cyclic acetal.